OCCCC#CC1=C(C=NN1C)C(=O)OC(C)(C)C tert-Butyl 5-(5-hydroxypent-1-yn-1-yl)-1-methyl-1H-pyrazole-4-carboxylate